(S)-3-amino-4-((1,3-bis(oleoyloxy)-2-((oleoyloxy)methyl)propan-2-yl)amino)-4-oxobutanoic acid N[C@@H](CC(=O)O)C(=O)NC(COC(CCCCCCC\C=C/CCCCCCCC)=O)(COC(CCCCCCC\C=C/CCCCCCCC)=O)COC(CCCCCCC\C=C/CCCCCCCC)=O